C1=CC=C(C=2SC3=C(C21)C=CC=C3)C3=C(N=C(O3)C)C3=CC2=CC=CC=C2C=C3 5-(dibenzo[b,d]thiophen-4-yl)-2-methyl-4-naphthalen-2-yl-oxazole